COC(=O)N1C(C[C@@H](C1)O[Si](C1=CC=CC=C1)(C1=CC=CC=C1)C(C)(C)C)(C(=O)O)CC(=C)CCl.C1(CCCC1)CCNC(C1=CC(=CC=C1)NC1=C(C=C(C=C1)OCC1=NC=CC=C1)C)=O N-(2-cyclopentylethyl)-3-{[2-methyl-4-(pyridin-2-ylmethoxy)phenyl]amino}benzamide methyl-(4S)-4-[tert-butyl(diphenyl)silyl]oxy-2-[2-(chloromethyl)allyl]pyrrolidine-1,2-dicarboxylate